C1N(CCC2=CC=CC=C12)C[C@H](CN1C(C2=CC=C(C=C2CC1)N1CCN(CC1)C1COCC1)=O)O 2-[(2R)-3-(3,4-dihydro-1H-isoquinolin-2-yl)-2-hydroxy-propyl]-6-(4-tetrahydro-furan-3-ylpiperazin-1-yl)-3,4-dihydroisoquinolin-1-one